N,N-bis(3-methoxybenzyl)-4-((3-methoxybenzyl-methoxy)methyl)thiazol-2-amine COC=1C=C(CN(C=2SC=C(N2)COCCC2=CC(=CC=C2)OC)CC2=CC(=CC=C2)OC)C=CC1